5-(3-methyl-1,2-oxazol-5-yl)-2-(methylsulfanyl)-4-(propan-2-yl)pyrimidine CC1=NOC(=C1)C=1C(=NC(=NC1)SC)C(C)C